OC(CCNC(OC(C)(C)C)=O)CC(C)C tert-butyl (3-hydroxy-5-methylhexyl)carbamate